FCCCCCCCCCN(CC#CC1=CC=C(C=C1)C1OC2=CC=C(C=C2C(=C1C1=CC(=CC=C1)O)C)O)C 2-(4-{3-[(9-Fluorononyl)methyl-amino]prop-1-ynyl}phenyl)-3-(3-hydroxyphenyl)-4-methyl-2H-chromen-6-ol